2,3-dihydro-1H-inden-2-amine hydrochloride Cl.C1C(CC2=CC=CC=C12)N